2-(9H-fluoren-9-ylmethoxycarbonylamino)-4-[4-(pentafluoro-λ6-sulfanyl)phenyl]butanoic acid C1=CC=CC=2C3=CC=CC=C3C(C12)COC(=O)NC(C(=O)O)CCC1=CC=C(C=C1)S(F)(F)(F)(F)F